C(=CC1=CC=C(C=C1)C=1OC2=C(N1)C=CC=C2)C2=CC=C(C=C2)C=2OC1=C(N2)C=CC=C1 2,2'-(1,2-Ethen-diyl)bis(4,1-phenylen)bisbenzoxazol